Cl(=O)(=O)(=O)[O-].C(CC)N1C=[N+](C=C1)C 1-propyl-3-methylimidazolium perchlorate